ClC1=C(C=NC2=CC(=CC(=C12)F)F)C(=O)OCC ethyl 4-chloro-5,7-difluoroquinoline-3-carboxylate